methyl (2E)-2-methoxyimino-2-[2-[[(Z)-[2-methoxy-1-(2,4,6-trifluorophenyl)ethylidene]-amino]oxymethyl]-3-methyl-phenyl]acetate CO\N=C(\C(=O)OC)/C1=C(C(=CC=C1)C)CO\N=C(/COC)\C1=C(C=C(C=C1F)F)F